C(CCC)[C@@H]1N(CC(N(C1)C1=C(C=CC=C1)C)=O)CC1=CN=CN1CC1=CC=C(C=C1)C#N 5(S)-n-butyl-1-(2-methylphenyl)-4-[1-(4-cyanobenzyl)-5-imidazolylmethyl]-2-piperazinone